C(=O)(O)C1=CC=C(C=C1)[C@H](C)N1C[C@@]2([C@@H](N[C@H]([C@@H]2C2=C(C(=CC=C2)Cl)F)C(=O)NC2=C(C=C(C(=O)O)C=C2)OC)CC(C)(C)C)C2=CC=C(C=C12)Cl 4-((2'S,3S,4'S,5'R)-1-((S)-1-(4-carboxyphenyl)ethyl)-6-chloro-4'-(3-chloro-2-fluorophenyl)-2'-neopentyl-spiro[indoline-3,3'-pyrrolidine]-5'-carboxamido)-3-methoxybenzoic acid